C1(=CC=CC=2C3=CC=CC=C3CC12)COC(=O)N[C@@H](CSSC(C)(C)C)C(=O)O N-fluorenylmethoxycarbonyl-S-tert-butylthio-L-Cysteine